(R)-2,2-Difluoro-2'-(5-fluoropyridin-2-yl)-3'-(1H-pyrazolo[3,4-b]pyridin-4-yl)-5'H,7'H-spiro[cyclopropane-1,6'-pyrazolo[5,1-b][1,3]oxazine] FC1(C[C@]12CN1C(OC2)=C(C(=N1)C1=NC=C(C=C1)F)C1=C2C(=NC=C1)NN=C2)F